6-chloro-1H-benzimidazole-2-carboxamide ClC=1C=CC2=C(NC(=N2)C(=O)N)C1